diisodecyl 4-cyclohexene-1,2-dicarboxylate C1(C(CC=CC1)C(=O)OCCCCCCCC(C)C)C(=O)OCCCCCCCC(C)C